C(CCCO)O [e]-1,4-butanediol